FC(C(=O)O)(F)F.CC1(CCC1)CN(C(C)=O)C1CCNCC1 N-[(1-methylcyclobutyl)methyl]-N-(piperidin-4-yl)acetamide trifluoroacetate